C(C)[C@]1([C@H](C[C@@H](O1)N1C(NC(C(=C1)F)=O)=O)O)CO 1-((2R,4S,5R)-5-ethyl-4-hydroxy-5-(hydroxymethyl)tetrahydrofuran-2-yl)-5-fluoropyrimidin-2,4(1H,3H)-dione